C1(=CCCC1)C1=CC(=C(C=N1)C(=O)OC)OC1=CC=CC=C1 methyl 6-(cyclopenten-1-yl)-4-phenoxy-pyridine-3-carboxylate